N1(CCCC1)CC1(COC1)CNC1=C(C=C(C=C1)N)C(F)(F)F N1-((3-(pyrrolidin-1-ylmethyl)oxetan-3-yl)methyl)-2-(trifluoromethyl)benzene-1,4-diamine